CC(CC(C(=O)O)CCCCCCCCCC)CCCC(CC)C.C(CCCCCCCCCCC)(=O)OCCCCCCCC(C)C Isodecyl Laurate (2,6-dimethyloctan-1-yl laurate)